(2-(4-methylpiperazino)ethylthio)-3H-pyrazolo[1,5-a][1,3,5]Triazine CN1CCN(CC1)CCSC1=NC=2N(CN1)N=CC2